methyl (R)-6-(2-(chloromethyl)allyl)-5-azaspiro[2.4]heptane-6-carboxylate ClCC(C[C@@]1(NCC2(CC2)C1)C(=O)OC)=C